(2S)-2-[(tert-butoxycarbonyl)amino]-3-[2-[1-ethyl-3-(3-hydroxy-2,2-dimethylpropyl)-2-[2-(methoxymethyl)pyridin-3-yl]indol-5-yl]-1,3-thiazol-4-yl]propanoic acid C(C)(C)(C)OC(=O)N[C@H](C(=O)O)CC=1N=C(SC1)C=1C=C2C(=C(N(C2=CC1)CC)C=1C(=NC=CC1)COC)CC(CO)(C)C